6-tert-butyl-5-methoxy-2-methyl-4-(o-tolyl)-indene lithium [Li].C(C)(C)(C)C1=C(C(=C2C=C(CC2=C1)C)C1=C(C=CC=C1)C)OC